C12(C=CC(CC1)C2)C(=O)OC(=O)C21C=CC(CC2)C1 norbornene-carbic anhydride